COC1=C(N)C=CC(=C1)S(=O)(=O)C 2-methoxy-4-methylsulfonyl-aniline